4-oxo-but-2-enoate O=CC=CC(=O)[O-]